COC(=O)C=1OC(CC1C1=C(C(=C(C=C1)F)F)OC)(C(F)(F)F)C 3-(3,4-difluoro-2-methoxyphenyl)-5-methyl-5-(trifluoromethyl)-4,5-dihydrofuran-2-carboxylic acid methyl ester